(1-(2,4,6-trimethylanilino)ethyl)-6-(1-(2,4-bisbenzhydryl-6-cyclooctylanilino)ethyl)pyridine CC1=C(NC(C)C2=NC(=CC=C2)C(C)NC2=C(C=C(C=C2C2CCCCCCC2)C(C2=CC=CC=C2)C2=CC=CC=C2)C(C2=CC=CC=C2)C2=CC=CC=C2)C(=CC(=C1)C)C